(5-methoxy-3-(2-(2,2,2-trifluoroethoxy)-5-(trifluoromethyl)pyrimidin-4-yl)-1H-indol-7-yl)dimethylphosphine oxide COC=1C=C2C(=CNC2=C(C1)P(C)(C)=O)C1=NC(=NC=C1C(F)(F)F)OCC(F)(F)F